5-Bromonaphthalen-2-ol BrC1=C2C=CC(=CC2=CC=C1)O